trimethyl-[2-[(4-nitrotriazol-2-yl)methoxy]ethyl]silane C[Si](CCOCN1N=CC(=N1)[N+](=O)[O-])(C)C